C1(=CC=CC=C1)P(C1C2C=CC(C1P(C1=CC=CC=C1)C1=CC=CC=C1)C2)C2=CC=CC=C2 5,6-bis(diphenylphosphino)-2-norbornene